(S)-3-[[4-[2-[(2,6-dimethylpyrimidin-4-yl)amino]pyrazolo[1,5-a]pyridin-5-yl]-6-methyl-3-pyridyl]oxymethyl]tetrahydropyran-3-ol CC1=NC(=CC(=N1)NC1=NN2C(C=C(C=C2)C2=C(C=NC(=C2)C)OC[C@]2(COCCC2)O)=C1)C